BrC1=CC(=C(OC2=NC=CC(=N2)C)C=C1)F 2-(4-bromo-2-fluorophenoxy)-4-methylpyrimidine